[Al+2].CC1=CC=NC2=C(C=CC=C12)C(=O)[O-].CC1=CC=NC2=C(C=CC=C12)C(=O)[O-] Bis(4-methyl-8-quinolinate) aluminum